FC(C1=CC(=NC(=C1)[C@]1(COCC1)OC)N1N=C(C=2C=NC(=CC21)NC(=O)N)C)F (R)-1-(1-(4-(Difluoromethyl)-6-(3-methoxytetrahydrofuran-3-yl)pyridine-2-yl)-3-methyl-1H-pyrazolo[4,3-c]pyridine-6-yl)urea